N1N=NN=C1C1=C(C=CC=C1)C1CCNCC1 4-[2-(1H-1,2,3,4-tetrazol-5-yl)phenyl]piperidin